1-(5-(2,4-Difluorophenylthio)-4-nitrothiophen-2-yl)ethanone FC1=C(C=CC(=C1)F)SC1=C(C=C(S1)C(C)=O)[N+](=O)[O-]